BrCC=1C(=CC=CC1)CBr α,α'-dibromo-ortho-xylene